C(C)(C)(C)N1N=CC(=C1)C(=O)NCC1=NC(=NO1)C1=NN2C(C=CC=C2N[C@H]2[C@H](CN(CC2)C)F)=C1C=C(F)F 1-(tert-butyl)-N-((3-(3-(2,2-difluorovinyl)-7-(((3S,4R)-3-fluoro-1-methylpiperidin-4-yl)amino)pyrazolo[1,5-a]pyridin-2-yl)-1,2,4-oxadiazol-5-yl)methyl)-1H-pyrazole-4-carboxamide